3-(5-(1-(3-methylbenzyl)piperidin-4-yl)-1-oxoisoindolin-2-yl)piperidine-2,6-dione CC=1C=C(CN2CCC(CC2)C=2C=C3CN(C(C3=CC2)=O)C2C(NC(CC2)=O)=O)C=CC1